C1(CCC1)N1N=C(C=C1)NC1=NN=C(S1)C(=O)[O-].[Na+] sodium 5-[(1-cyclobutylpyrazol-3-yl)amino]-1,3,4-thiadiazole-2-carboxylate